Cl.ClC=1C(=C(C=CC1)C(CC(F)(F)F)N(CCN)C1CC1)F N'-[1-(3-chloro-2-fluoro-phenyl)-3,3,3-trifluoro-propyl]-N'-cyclopropyl-ethane-1,2-diamine hydrochloride